C(C)(=O)C1=NN(C2=CC=C(C=C12)C=1C=NC(=NC1)C)CC(=O)N1[C@@H]2C[C@@]2(C[C@H]1C(=O)NCCCN(C)C)C (1R,3S,5R)-2-(2-(3-acetyl-5-(2-methylpyrimidin-5-yl)-1H-indazol-1-yl)acetyl)-N-(3-(dimethylamino)propyl)-5-methyl-2-azabicyclo[3.1.0]hexane-3-carboxamide